3,5-difluoro-4-[[5-[5-(trifluoromethyl)-2-pyridyl]tetrazol-1-yl]methyl]benzenecarbohydroxamic acid FC=1C=C(C=C(C1CN1N=NN=C1C1=NC=C(C=C1)C(F)(F)F)F)C(=O)NO